N-(4-amino-trans-cyclohexyl)-2-(4-hexyloxy)phenyl-N-methylacetamide N[C@@H]1CC[C@H](CC1)N(C(CC1=C(C=CC=C1)OC(CCC)CC)=O)C